CC(C(=O)C1=CC=C(C=C1)SC)(C)N1CCOCC1 2-methyl-1-(4-methylmercaptophenyl)-2-morpholinyl-1-propanone